BrC=1C(=C(C=CC1F)B(O)O)F 3-bromo-2,4-difluorophenylboronic acid